13-chloro-19,21-difluoro-14-methoxy-16,16-dioxo-16λ6-thia-6,9,17-triazatetracyclo[16.3.1.111,15.02,7]tricosa-1(22),2,4,6,11,13,15(23),18,20-nonaen-10-one ClC=1C=C2C(NCC3=NC=CC=C3C=3C(=CC(=C(NS(C(C1OC)=C2)(=O)=O)C3)F)F)=O